(S)-ethyl 8-(2-amino-6-((R)-2,2,2-trifluoro-1-(3'-(methylsulfonyl)-4-((E)-prop-1-en-1-yl)-[1,1'-biphenyl]-2-yl)ethoxy)pyrimidin-4-yl)-2,8-diazaspiro[4.5]decane-3-carboxylate NC1=NC(=CC(=N1)N1CCC2(C[C@H](NC2)C(=O)OCC)CC1)O[C@@H](C(F)(F)F)C1=C(C=CC(=C1)\C=C\C)C1=CC(=CC=C1)S(=O)(=O)C